1-(pyridazin-3-yl)-6-azaspiro[2.5]octane hydrochloride Cl.N1=NC(=CC=C1)C1CC12CCNCC2